Cl.CN1N=C2C=CC(=CC2=C1)C1=CC2=C(N=C(S2)NC2CCNCC2)C=C1 6-(2-methyl-2H-indazol-5-yl)-N-(piperidin-4-yl)-1,3-benzothiazol-2-amine hydrochloride